5-((6-Ethoxy-2-(3-(2-(3-methylmorpholino)ethoxy)phenyl)quinazolin-4-yl)amino)piperidin-2-one C(C)OC=1C=C2C(=NC(=NC2=CC1)C1=CC(=CC=C1)OCCN1C(COCC1)C)NC1CCC(NC1)=O